O=C1C(=CC=NN1COCC[Si](C)(C)C)C(F)(F)F 6-oxo-5-(trifluoromethyl)-1-[[2-(trimethylsilyl)ethoxy]methyl]-1,6-dihydropyridazin